Cl.NC1CCN(CC1)S(=O)(=O)N(C)C 4-amino-N,N-dimethylpiperidine-1-sulfonylamine hydrochloride